tert-butyl (2S,4R)-2-[[tert-butyl(dimethyl)silyl]oxymethyl]-4-[2-[2-[2-(2-tetrahydropyran-2-yloxyethoxy)ethoxy]ethoxy]ethoxy]pyrrolidine-1-carboxylate [Si](C)(C)(C(C)(C)C)OC[C@H]1N(C[C@@H](C1)OCCOCCOCCOCCOC1OCCCC1)C(=O)OC(C)(C)C